4-(chloromethyl)-2-[(3R)-3-methylmorpholin-4-yl]-8-(1-{[2-(trimethylsilyl)ethoxy]methyl}-1H-pyrazol-5-yl)-1,7-naphthyridine ClCC1=CC(=NC2=C(N=CC=C12)C1=CC=NN1COCC[Si](C)(C)C)N1[C@@H](COCC1)C